BrC1=C(N=C(C=2N1N=CC2)N2CCC1(CC2)C(C2=CC(=CC=C2C1)OC)=NS(=O)C(C)(C)C)C N-[1'-(7-bromo-6-methyl-pyrazolo[1,5-a]pyrazin-4-yl)-6-methoxy-spiro[indan-2,4'-piperidin]-1-ylidene]-2-methyl-propane-2-sulfinamide